N-(5-((5R,6S)-5-amino-6-fluoroepoxyhexane-2-yl)-1-methyl-1H-pyrazol-4-yl)-2-(2,6-difluorophenyl)thiazole-4-carboxamide N[C@@]1(CCC(C)C2=C(C=NN2C)NC(=O)C=2N=C(SC2)C2=C(C=CC=C2F)F)[C@@H](O1)F